N,N-dimethyl-octaneamide CN(C(CCCCCCC)=O)C